tert-butyl 4-(2,3-dihydroxyphenyl)-3,6-dihydropyridine-1(2H)-carboxylate OC1=C(C=CC=C1O)C=1CCN(CC1)C(=O)OC(C)(C)C